FC(CCCCCCCCC(F)(F)F)(F)S(=O)(=O)[O-] pentafluorodecyl-sulfonate